2-[1-[(2,3-Difluorophenyl)methyl]-5-oxopyrrolidin-2-yl]-N-(chinolin-5-ylmethyl)acetamid FC1=C(C=CC=C1F)CN1C(CCC1=O)CC(=O)NCC1=C2C=CC=NC2=CC=C1